C(#C)C=1C=C(OC=2C=3CCC3C=CC2)C=C(C1)C#C (3,5-diethynylphenoxy)bicyclo[4.2.0]octa-1(6),2,4-triene